trans-3-amino-2-[(3-bromo-2-fluorophenyl)methyl]pyrrolidine-1-carboxylic acid tert-butyl ester C(C)(C)(C)OC(=O)N1[C@H]([C@@H](CC1)N)CC1=C(C(=CC=C1)Br)F